BrC1=CC(=NC=C1CCl)OC 4-bromo-5-(chloromethyl)-2-methoxypyridine